tert-butyl 3-(methoxy (methyl) carbamoyl)-4,7-dihydrothieno[2,3-c]pyridine-6(5H)-carboxylate CON(C(=O)C1=CSC=2CN(CCC21)C(=O)OC(C)(C)C)C